3-vinyl-1,2-dithiocyclohex-4-ene C=CC1C=CCC(C1S)S